C(=O)(O)C=1C=C(C=CC1OC1=C(C=C(C=C1)[N+](=O)[O-])C(F)(F)F)C1=CC(=C(C=C1)OC1=C(C=C(C=C1)[N+](=O)[O-])C(F)(F)F)C(=O)O 3,3'-dicarboxy-4,4'-di(4-nitro-2-trifluoromethylphenoxy)biphenyl